2-cyano-cyclopenten C(#N)C1=CCCC1